C(C=C)(=O)N1C[C@@H](N(C[C@H]1C)C=1C2=C(N(C(N1)=O)C=1C(=NC(=NC1C)F)C(C)C)N=C(C(=C2)Cl)C2=C(C=CC=C2)F)C 4-((2S,5R)-4-Acryloyl-2,5-dimethylpiperazin-1-yl)-6-chloro-1-(2-fluoro-4-isopropyl-6-methylpyrimidin-5-yl)-7-(2-fluorophenyl)pyrido[2,3-d]pyrimidin-2(1H)-one